COCCOCCOCCOC1=CC=CC2=CC3=C(C=CC=C3C=C12)OCCOCCOCCOC 1,5-bis(2-(2-(2-methoxyethoxy)ethoxy)ethoxy)-anthracene